hexyl decanoate (hexyllauryl Laurate) C(CCCCC)C(C(=O)O)(CCCCCCCCCC)CCCCCCCCCCCC.C(CCCCCCCCC)(=O)OCCCCCC